ClC=1C(=C(C(=C(C1OC1=NNC(C(=C1)C(C([2H])([2H])[2H])C([2H])([2H])[2H])=O)C)[2H])N1N=C(C(NC1=O)=O)C#N)[2H] 2-(3-chloro-5-methyl-4-((6-oxo-5-(propan-2-yl-1,1,1,3,3,3-d6)-1,6-dihydropyridazin-3-yl)oxy)phenyl-2,6-d2)-3,5-dioxo-2,3,4,5-tetrahydro-1,2,4-triazine-6-carbonitrile